3-(6-Aminopyridin-3-yl)-N-(3-(cyclohexanecarboxamido)-4-methylphenyl)-1-methyl-1H-indazole-5-carboxamide NC1=CC=C(C=N1)C1=NN(C2=CC=C(C=C12)C(=O)NC1=CC(=C(C=C1)C)NC(=O)C1CCCCC1)C